4-ethoxy-3,3-difluoro-4-oxobutanoic acid C(C)OC(C(CC(=O)O)(F)F)=O